5,6-dibromo-acenaphthylene BrC1=CC=C2C=CC=3C=CC(=C1C32)Br